C1(CCCC1)[C@@H](C(=O)O)NC(=O)OCC1C2=CC=CC=C2C=2C=CC=CC12 (2S)-2-cyclopentyl-2-(9H-fluoren-9-ylmethoxycarbonylamino)acetic acid